ethyl P-(4-(5-(chlorodifluoromethyl)-1,2,4-oxadiazol-3-yl)-2-fluorobenzyl)-N-(p-tolyl)phosphonamidate ClC(C1=NC(=NO1)C1=CC(=C(CP(OCC)(=O)NC2=CC=C(C=C2)C)C=C1)F)(F)F